3-[(5-bromopyridin-2-yl)sulfanyl]-N-hydroxypyridine-4-carboximidamide BrC=1C=CC(=NC1)SC=1C=NC=CC1C(NO)=N